tertiary butyl-carbinol C(C)(C)(C)CO